N-methyl-N-n-heptyl-fumaric acid amide CN(C(\C=C\C(=O)O)=O)CCCCCCC